dibenzyl-4-hydroxyphenylsulfonium C(C1=CC=CC=C1)[S+](C1=CC=C(C=C1)O)CC1=CC=CC=C1